(S)-tert-butyl 5-(benzyloxy)-1-(chloromethyl)-1H-benzo[e]indole-3(2H)-carboxylate C(C1=CC=CC=C1)OC=1C2=C(C=3[C@@H](CN(C3C1)C(=O)OC(C)(C)C)CCl)C=CC=C2